C(C)(C)C=1C(=NNC1C=1C=C(C=2N(C1)C=CN2)OC)C=2SC(=CN2)C2CCN(CC2)C(CC)CC 2-(4-isopropyl-5-(8-methoxyimidazo[1,2-a]pyridin-6-yl)-1H-pyrazol-3-yl)-5-(1-(pentan-3-yl)piperidin-4-yl)thiazole